CN1N=C2C=CC(=CC2=C1)C1=CNC2=NC=C(C=C21)C(=O)NC=2C=NN(C2)C2CCN(CC2)C 3-(2-methyl-2H-indazol-5-yl)-N-(1-(1-methylpiperidin-4-yl)-1H-pyrazol-4-yl)-1H-pyrrolo[2,3-b]pyridine-5-carboxamide